C1N(CCC2=CC=CC=C12)C[C@H](CN1C(C2=CC=C(C=C2CC1)N1CC2(COC2)C1)=O)O 2-[(2R)-3-(3,4-Dihydro-1H-isochinolin-2-yl)-2-hydroxy-propyl]-6-(2-oxa-6-azaspiro[3.3]heptan-6-yl)-3,4-dihydroisochinolin-1-on